(R,Z)-2-fluoro-N-(7-methoxy-4-((2-methoxy-5-methyl-4-((2-methylbenzo[d]oxazol-5-yl)oxy)phenyl)amino)quinazolin-6-yl)-3-(1-methylpyrrolidin-2-yl)acrylamide F\C(\C(=O)NC=1C=C2C(=NC=NC2=CC1OC)NC1=C(C=C(C(=C1)C)OC=1C=CC2=C(N=C(O2)C)C1)OC)=C/[C@@H]1N(CCC1)C